N(C(C)(CC1=CC=CC=C1)[2H])([2H])[2H] [2H3]-amphetamine